(s)-l-1-(4-fluorophenyl)-3-methoxy-10-(trifluoromethyl)-3,4-dihydro-2H,6H-[1,4]thiazepino[2,3,4-ij]quinazoline-6,8(7H)-dione FC1=CC=C(C=C1)S1C[C@H](CN2C(NC(C3=CC(=CC1=C23)C(F)(F)F)=O)=O)OC